C12CN(CC(N1)C2)C=2OC1=C(N2)C(=CC=C1C=1SC=CN1)NC(C)=O N-(2-(3,6-diazabicyclo[3.1.1]heptan-3-yl)-7-(thiazol-2-yl)benzo[d]oxazol-4-yl)acetamide